C(C1=CC=CC=C1)N1C2=C(SCC1=O)C=C(C=C2)NC(=O)NC2=CC=C1C=CNC1=C2 1-(4-benzyl-3-oxo-3,4-dihydro-2H-benzo[b][1,4]thiazin-7-yl)-3-(1H-indol-6-yl)urea